NC1=NC=C(C=C1OC=1C=CC(=C(C1)NC(=O)NC1=CC=C(C=C1)C)C)Cl 1-(5-((2-amino-5-chloropyridin-3-yl)oxy)-2-methylphenyl)-3-(p-tolyl)urea